C(C=C)(=O)N1CCC(CC1)N1CC(C1)N1N=C(C(=C1)NC(C1=NC(=CC=C1)C1=NNC=C1)=O)C(F)F N-(1-(1-(1-acryloylpiperidin-4-yl)azetidin-3-yl)-3-(difluoromethyl)-1H-pyrazol-4-yl)-6-(1H-pyrazol-3-yl)-2-picolinamide